CC1(C(C=CC=C1)O)C(C)(C)C 2-methyl-2-tert-butylphenol